2,5-Dioxopyrrolidin-1-yl N-[4-(11,12-didehydrodibenzo[b,f]azocin-5(6H)-yl)-4-oxobutanoyl]glycylglycyl-L-prolyl-L-isoleucinate C1=CC=CC=2N(CC3=C(C#CC21)C=CC=C3)C(CCC(=O)NCC(=O)NCC(=O)N3[C@@H](CCC3)C(=O)N[C@@H]([C@@H](C)CC)C(=O)ON3C(CCC3=O)=O)=O